cyclopentyl-methyl-[(3R)-3-[4-(6-oxo-1H-pyridin-3-yl)phenyl]-3-[[(6S)-6-tert-butyl-5,6,7,8-tetrahydrothieno[2,3-b]quinoline-2-carbonyl]amino]propyl]ammonium C1(CCCC1)[NH+](CC[C@@H](NC(=O)C1=CC=2C(=NC=3CC[C@@H](CC3C2)C(C)(C)C)S1)C1=CC=C(C=C1)C1=CNC(C=C1)=O)C